N-(4-((4-ethyl-2-(N-methylmethanesulfonylamino)phenyl)amino)-2-methyl-3-oxo-2,3-dihydro-1H-pyrazolo[3,4-b]pyridin-6-yl)cyclopropanecarboxamide C(C)C1=CC(=C(C=C1)NC1=C2C(=NC(=C1)NC(=O)C1CC1)NN(C2=O)C)NS(=O)(=O)CC